Tetramethylenediisocyanat C(CCCN=C=O)N=C=O